N1=CN=C2NC=NC2=C1C=1C(=NC=CC1)NC=1C=C(C(=O)NC2=CC(=NC=C2)C(F)(F)F)C=CC1C 3-((3-(9H-purin-6-yl)pyridin-2-yl)amino)-4-methyl-N-(2-(trifluoromethyl)pyridin-4-yl)benzamide